O1C(COCC1)C1=NC(=NC=C1C)C(=O)N 4-(1,4-dioxan-2-yl)-5-methylpyrimidine-2-carboxamide